5-[(diethoxyphosphoryl)carbonyl]1H-indole-2-carboxylic acid C(C)OP(=O)(OCC)C(=O)C=1C=C2C=C(NC2=CC1)C(=O)O